(7R)-7-ethyl-3,3-dimethyltetrahydro-3H,5H-pyrrolo[1,2-c]oxazol-5-one C(C)[C@@H]1CC(N2C(OCC21)(C)C)=O